C1=C2C(=CC=C1)N=C1C=CC3=C4C=CC=CC4=NC3=C12 trans-indolo-carbazole